[SiH2]=[Hf](C1C(=CC2=C(C=CC=C12)C)C)C1C(=CC2=C(C=CC=C12)C)C silylene-bis(2,4-dimethylinden-1-yl)hafnium